NC=1C2=C(N=CN1)N(C(=C2C=2C=NC1=CC=CC=C1C2)C#C)C21CCC(CC2)(C1)NC(C1=CN=CC(=C1)F)=O N-(4-(4-Amino-6-ethynyl-5-(quinolin-3-yl)-7H-pyrrolo[2,3-d]pyrimidin-7-yl)-bicyclo-[2.2.1]heptan-1-yl)-5-fluoronicotinamide